ClC1=CC(=NC(=C1)C)NC(OC(C)(C)C)=O Tert-butyl (4-chloro-6-methylpyridin-2-yl)carbamate